7-chloro-N-[2-methyl-5-[5-(tetrahydrofuran-2-ylmethyl)-1,2,4-oxadiazol-3-yl]phenyl]imidazo[1,2-a]pyridine-3-carboxamide ClC1=CC=2N(C=C1)C(=CN2)C(=O)NC2=C(C=CC(=C2)C2=NOC(=N2)CC2OCCC2)C